NC=1SC(=NN1)SCC1=CC=CC=C1 2-amino-5-benzylthio-1,3,4-thiadiazole